CN(C(C(=C)CC1=CC=C(C=C1)C)=O)C1=CC=C(C=C1)C N-methyl-2-(4-methylbenzyl)-N-(p-tolyl)acrylamide